C1(CC1)C(=O)NC=1C=C(C(=O)O)C=C(N1)C 2-(cyclopropanecarboxamido)-6-methylisonicotinic acid